ClC1=CC=C(C=C1)C(C)(C#C)C=1N=C(SC1)CC(=O)N (4-(2-(4-chlorophenyl)but-3-yn-2-yl)thiazol-2-yl)acetamide